(cis)-tert-Butyl 4-(4-(benzyloxy)-3,3-dimethyl-4-oxobutyl)-3,3-difluorohexahydropyrrolo[3,2-b]pyrrole-1(2H)-carboxylate C(C1=CC=CC=C1)OC(C(CCN1CC[C@@H]2N(CC([C@@H]21)(F)F)C(=O)OC(C)(C)C)(C)C)=O